6,8-dichloro-3-methylpyrimido[5,4-d]pyrimidin-4(3H)-one ClC=1N=C(C=2N=CN(C(C2N1)=O)C)Cl